3-{2-[(3R)-3-methylmorpholin-4-yl]-8-[1-(tetrahydro-2H-pyran-2-yl)-1H-pyrazol-5-yl]-1,7-naphthyridin-4-yl}pentan-3-ol C[C@H]1N(CCOC1)C1=NC2=C(N=CC=C2C(=C1)C(CC)(CC)O)C1=CC=NN1C1OCCCC1